FC(C1=NN=C(O1)C=1C=CC(=NC1)CN1C(NC2=CC=C(C=C2C1=O)F)=O)F 3-((5-(5-(difluoromethyl)-1,3,4-oxadiazole-2-yl)pyridine-2-yl)methyl)-6-fluoroquinazoline-2,4(1H,3H)-dione